C(C)(=O)N1CCC(CC1)(OCC)C=1C(N(C2=C(C(=NC(=C2C1)Cl)C)OC1CN(C1)C)C)=O 3-(1-acetyl-4-ethoxypiperidin-4-yl)-5-chloro-1,7-dimethyl-8-((1-methylazetidine-3-yl)oxy)-1,6-naphthyridin-2(1H)-one